tribenzoyl-1,4-dihydronicotinic acid C(C1=CC=CC=C1)(=O)C1=C(NC(=C(C(=O)O)C1)C(C1=CC=CC=C1)=O)C(C1=CC=CC=C1)=O